(2S,4S)-4-methyl-5-oxo-2-phenyloxazolidine-3-carboxylic acid phenylmethyl ester C1(=CC=CC=C1)COC(=O)N1[C@@H](OC([C@@H]1C)=O)C1=CC=CC=C1